tert-butyl 4-((4-(2-methoxyethoxy)phenyl)amino)piperidine-1-carboxylate COCCOC1=CC=C(C=C1)NC1CCN(CC1)C(=O)OC(C)(C)C